((7-methoxy-2-methyl-1,2,3,4-tetrahydroisoquinolin-6-yl)amino)-5-((2-(methoxymethyl)phenyl)amino)-1,2,4-triazine-6-carboxamide COC1=C(C=C2CCN(CC2=C1)C)NC=1N=NC(=C(N1)NC1=C(C=CC=C1)COC)C(=O)N